FC1=CC=C2C=CC(=NC2=C1)C1=CC(=C(C=C1)NC(OC(C)(C)C)=O)C tert-butyl (4-(7-fluoroquinolin-2-yl)-2-methylphenyl)carbamate